FC1=C(C=C(C=C1)CSC1=C(C=CC=C1)F)B(O)O (2-FLUORO-5-([(2-FLUOROPHENYL)SULFANYL]METHYL)PHENYL)BORANEDIOL